O(C1=CC=CC=C1)C1=CC=C(C=C1)C1=CN(C=2N=CN=C(C21)N)C2COC(OC2)C2CCNCC2 5-(4-Phenoxyphenyl)-7-((2s,5s)-2-(piperidin-4-yl)-1,3-dioxan-5-yl)-7H-pyrrolo[2,3-d]pyrimidin-4-amine